Cl[C@@H](C(=O)OCC)CC=1C=C(C(=CC1Cl)F)C1=C(C(=C(C(=C1F)F)F)F)F ethyl (R)-2-chloro-3-(4-chloro-2',3',4',5',6,6'-hexafluoro-[1,1'-biphenyl]-3-yl)propanoate